C1=CCC=CCC1 Cyclohepta-1,4-dien